2,4,6-Trimethylphenylsulfonamide CC1=C(C(=CC(=C1)C)C)S(=O)(=O)N